NC1=C(C=2C(=NC=C(C2S1)F)C=1C2=C(C=3C(=NC(=NC3C1F)O[C@H](CN1CCOCC1)C)N1C3CNCC1CC3)COC2)C#N 2-Amino-4-[1-(3,8-diazabicyclo[3.2.1]octan-8-yl)-5-fluoro-3-[(1S)-1-methyl-2-morpholino-ethoxy]-7,9-dihydrofuro[3,4-f]quinazolin-6-yl]-7-fluoro-thieno[3,2-c]pyridine-3-carbonitrile